N-(3α,7α-dihydroxyl-4,4-difluoro-6α-ethyl-5β-cholan-24-oyl)-benzenesulfonamide O[C@H]1C([C@H]2[C@H]([C@H]([C@H]3[C@@H]4CC[C@H]([C@@H](CCC(=O)NS(=O)(=O)C5=CC=CC=C5)C)[C@]4(CC[C@@H]3[C@]2(CC1)C)C)O)CC)(F)F